4-(4-amino-6-(3-fluoro-4-(2-fluoroacrylamido)phenyl)pyrazolo[5,1-f][1,2,4]triazin-5-yl)-2-methoxy-N-(2,2,2-trifluoroethyl)benzamide NC1=NC=NN2C1=C(C(=N2)C2=CC(=C(C=C2)NC(C(=C)F)=O)F)C2=CC(=C(C(=O)NCC(F)(F)F)C=C2)OC